C(C1=CC=CC=C1)(C1=CC=CC=C1)=NC=1C=C(C=C2C=C(N=CC12)NC(=O)[C@H]1[C@@H](C1)C#N)C1=C(C=NS1)C trans-N-[8-(benzhydrylideneamino)-6-(4-methylisothiazol-5-yl)-3-isoquinolinyl]-2-cyano-cyclopropanecarboxamide